tetra-methylimidazolinium CC1(C(N=C[NH2+]1)(C)C)C